4-amino-3-(3-chlorophenyl)but-2-en-1-ol NCC(=CCO)C1=CC(=CC=C1)Cl